2-(2-chloro-4-nitro-phenyl)ethanol ClC1=C(C=CC(=C1)[N+](=O)[O-])CCO